N1=CN=C(C=C1C=1C=C(C=CC1)C1=CC(=CC=C1)N1C2=CC=CC=C2C=2C=CC=CC12)C=1C=C(C=CC1)C1=CC(=CC=C1)N1C2=CC=CC=C2C=2C=CC=CC12 9,9'-[pyrimidine-4,6-diylbis(biphenyl-3,3'-diyl)]bis(9H-carbazole)